C(C1=CC=CC=C1)OC1=CC=C2C(=CNC2=C1)C([C@H](C1=CC=CC=C1)NCCC1=CC=C(C=C1)F)=O |r| (S)- and (R)-1-(6-(benzyloxy)-1H-indol-3-yl)-2-((4-fluorophenethyl)amino)-2-phenyl-ethan-1-one